6-(2-(methylsulfanyl)pyrimidin-5-yl)-5-hexynoic acid CSC1=NC=C(C=N1)C#CCCCC(=O)O